COC=1C=C2C=C(C(NC2=NC1)=O)C=1N=NN(C1)C1=CC=C(C(=O)N(C)C)C=C1 4-[4-(6-methoxy-2-oxo-1,2-dihydro-[1,8]naphthyridin-3-yl)-[1,2,3]triazol-1-yl]-N,N-dimethyl-benzamide